ClC=1C(=C(C=C(C1)Cl)O)[N+](=O)[O-] 3,5-dichloro-2-nitrophenol